ClCCC(=O)NC1=CC(=CC=C1)O 3-chloro-N-(3-hydroxyphenyl)propionamide